CNC(=C[N+](=O)[O-])NCCCC(CCNC(C(=O)[O-])CCCCCC)CCCCC(=O)OC\C=C/CCCCCC (3-((1-(methylamino)-2-nitrovinylamino)propyl)(8-(((Z)-non-2-en-1-yl)oxy)-8-oxooctyl)amino)octanoate